COC1=C(C(=CC=C1)OC)C1=CN(C2=NC(=CC=C21)N)COCC[Si](C)(C)C 3-(2,6-dimethoxyphenyl)-1-((2-(trimethylsilyl)ethoxy)methyl)-1H-pyrrolo[2,3-b]pyridin-6-amine